4-((Benzhydrylamino(benzhydrylamino))methyl)-2-methoxyphenol C(C1=CC=CC=C1)(C1=CC=CC=C1)NN(C(C1=CC=CC=C1)C1=CC=CC=C1)CC1=CC(=C(C=C1)O)OC